5-((4-fluoro-2-methylphenyl)-amino)-N-(6-methoxy-2-methylpyridin-3-yl)-2-(trifluoro-methyl)isonicotinamide FC1=CC(=C(C=C1)NC1=CN=C(C=C1C(=O)NC=1C(=NC(=CC1)OC)C)C(F)(F)F)C